N-(4-(tert-butyl)phenyl)-7,7,10,10-tetramethyl-2-(4,4,5,5-tetramethyl-1,3,2-dioxaborolan-2-yl)-7,8,9,10-tetrahydronaphtho[2,3-b]benzofuran-3-amine C(C)(C)(C)C1=CC=C(C=C1)NC1=CC2=C(C3=C(O2)C=C2C(CCC(C2=C3)(C)C)(C)C)C=C1B1OC(C(O1)(C)C)(C)C